ClC1=NC(=NC(=C1)OCCOC)C(C)(F)F chloro-2-(1,1-difluoroethyl)-6-(2-methoxyethoxy)pyrimidine